3-(dodecylthio)propionate C(CCCCCCCCCCC)SCCC(=O)[O-]